4,6-dimethyl-1H-pyrrolo[2,3-b]pyridine 7-oxide CC1=C2C(=[N+](C(=C1)C)[O-])NC=C2